tert-butyl (R)-(1-(3,5-dichloro-4-(cyclopropylmethoxy)phenethyl) piperidin-3-yl)carbamate ClC=1C=C(CCN2C[C@@H](CCC2)NC(OC(C)(C)C)=O)C=C(C1OCC1CC1)Cl